Cl.Cl.C[C@@H]1CN(C[C@@H](N1)C)C=1N=NC(=CN1)C1=C(C=C(C=C1)C=1C=NN(C1)C([2H])([2H])[2H])O 2-{3-[(3R,5S)-3,5-dimethylpiperazin-1-yl]-1,2,4-triazin-6-yl}-5-[1-(2H3)methyl-1H-pyrazol-4-yl]phenol dihydrochloride